4-(4-FORMYL-1H-IMIDAZOL-2-YL)-NAPHTHALEN-1-OL C(=O)C=1N=C(NC1)C1=CC=C(C2=CC=CC=C12)O